N1(CCC(CC1)N1CCN(CC1)C1=CC2=C(N(C(N2C)=O)C2C(NC(CC2)=O)=O)C=C1)C1CCNCC1 3-[5-(4-{[1,4'-bipiperidin]-4-yl}piperazin-1-yl)-3-methyl-2-oxo-1,3-benzodiazol-1-yl]piperidine-2,6-dione